BrC1=C(C=C(OC[C@@H](CC2CCNCC2)C)C=C1)C (R)-4-(3-(4-bromo-3-methylphenoxy)-2-methylpropyl)piperidine